Cl.FC(COCCN)(F)F 2-(2,2,2-trifluoroethoxy)ethylamine hydrochloride